5-chloro-7-(5-(chloromethyl)-1,3,4-thiadiazol-2-yl)-N-(2,4-dimethoxybenzyl)-7H-pyrrolo[2,3-d]pyrimidin-4-amine ClC1=CN(C=2N=CN=C(C21)NCC2=C(C=C(C=C2)OC)OC)C=2SC(=NN2)CCl